Methyl (S,E)-5-((tert-butoxycarbonyl)amino)-2-(4-(2-(2,4-diaminopteridin-6-yl)vinyl)-2-hydroxybenzamido)pentanoate C(C)(C)(C)OC(=O)NCCC[C@@H](C(=O)OC)NC(C1=C(C=C(C=C1)\C=C\C=1N=C2C(=NC(=NC2=NC1)N)N)O)=O